1-(2-((4-(4,5-dimethyl-4H-1,2,4-triazol-3-yl)-2-methoxyphenyl)amino)-6-methylpyrido[3,4-d]pyrimidin-8-yl)-4-methylpiperidine-4-carbonitrile CN1C(=NN=C1C)C1=CC(=C(C=C1)NC=1N=CC2=C(N1)C(=NC(=C2)C)N2CCC(CC2)(C#N)C)OC